ClC=1C=C2CC(N(C2=CC1)CC(=O)NCCCN1N=CC=C1)=O 2-(5-chloro-2-oxo-2,3-dihydro-1H-indol-1-yl)-N-[3-(1H-pyrazol-1-yl)propyl]acetamide